N=1C=CN2C1N=CC(=C2)C=2C=CN1N=C(N=C(C12)OC)NC1CCC(CC1)(O)C (1r,4r)-4-((5-(imidazo[1,2-a]pyrimidin-6-yl)-4-methoxypyrrolo[2,1-f][1,2,4]triazin-2-yl)amino)-1-methylcyclohexan-1-ol